methyl ((R or S)-(4-bromophenoxy) (((2S,5R)-5-(5-methyl-2,4-dioxo-3,4-dihydropyrimidin-1(2H)-yl)-2,5-dihydrofuran-2-yl) methoxy) phosphoryl)-L-alaninate BrC1=CC=C(O[P@](=O)(OC[C@H]2O[C@H](C=C2)N2C(NC(C(=C2)C)=O)=O)N[C@@H](C)C(=O)OC)C=C1 |o1:6|